CC12C3CCC4(C(CCC4C3CC=C2CC(CC1)OCCO)C(C)CCCC(C)C)C 2-[[10,13-dimethyl-17-(6-methylheptan-2-yl)-2,3,4,7,8,9,11,12,14,15,16,17-dodecahydro-1H-cyclopenta[a]phenanthren-3-yl]oxy]ethanol